6-methoxypyridin-3-ylboronic acid COC1=CC=C(C=N1)B(O)O